C(C)(C)(C)OC(NN1CC(C1)=C(C(=O)OCC)C(C)C)=O 3-(1-ethoxy-3-methyl-1-oxobutan-2-ylidene)azetidine-1-carbamic acid tert-butyl ester